2-acetamido-3-pyridine-propionate C(C)(=O)NC1=NC=CC=C1CCC(=O)[O-]